2,2-dimethyl-succinonitrile CC(C#N)(CC#N)C